O1CCN(CC1)C1=CC=C(C=C1)NC(CCC(=O)O)=O 4-(4-morpholinophenylamino)-4-oxobutanoic acid